BrC=1N=C(N(C1)C)C(F)F 4-bromo-2-(difluoromethyl)-1-methyl-1H-imidazole